2-(4-fluoro-3-methylphenyl)[1,2,4]triazolo[1,5-c]quinazolin FC1=C(C=C(C=C1)C1=NN2C=NC=3C=CC=CC3C2=N1)C